FC(OC1=CC=C(C=C1)C=1OC=C(N1)C1=C(NN=N1)C#N)(F)F 5-[2-(4-trifluoromethoxy-phenyl)-oxazol-4-yl]-3H-[1,2,3]triazole-4-carbonitrile